(1-(tert-butylamino)-7-chloro-2,6-naphthyridin-3-yl)methanol tert-butyl-(5-chloropyridin-2-yl)(cyano)acetate C(C)(C)(C)C(C(=O)OCC=1N=C(C2=CC(=NC=C2C1)Cl)NC(C)(C)C)(C#N)C1=NC=C(C=C1)Cl